(E)-3-((butylimino)methyl)-5-fluoro-4-hydroxy-N-(5-(3-(pyrrolidin-1-yl)phenyl)thiazol-2-yl)benzamide C(CCC)\N=C\C=1C=C(C(=O)NC=2SC(=CN2)C2=CC(=CC=C2)N2CCCC2)C=C(C1O)F